OC1=CC=C(C=C1)CCNC(=O)C1(CC2=CC=CC=C2C1)CC(=O)O 2-[2-[2-(4-hydroxyphenyl)ethylcarbamoyl]indan-2-yl]acetic acid